2-amino-7-methyl-1-((3-((3R,5R)-5-(4-(trifluoromethyl)phenyl)tetrahydrofuran-3-yl)-1,2,4-oxadiazol-5-yl)methyl)-1,7-dihydro-6H-purin-6-one NC=1N(C(C=2N(C=NC2N1)C)=O)CC1=NC(=NO1)[C@@H]1CO[C@H](C1)C1=CC=C(C=C1)C(F)(F)F